COC(=O)C1=NC(=CC=C1CC#N)C(=O)OC 3-(cyanomethyl)pyridine-2,6-dicarboxylic acid dimethyl ester